tert-Butyl (4,5-dimethyl-2-(((1-methylcyclobutyl)methyl)carbamoyl)phenyl)carbamate CC1=CC(=C(C=C1C)NC(OC(C)(C)C)=O)C(NCC1(CCC1)C)=O